methyl (S)-3-(8-bromo-3-fluoroquinolin-5-yl)-2-(2,6-dichloro benzamido)propanoate BrC=1C=CC(=C2C=C(C=NC12)F)C[C@@H](C(=O)OC)NC(C1=C(C=CC=C1Cl)Cl)=O